3-((5-chloro-2-((2-(difluoromethoxy)-4-(4-(2-methoxyethyl)piperazin-1-yl)phenyl)amino)pyrimidin-4-yl)amino)thiophene-2-carboxamide ClC=1C(=NC(=NC1)NC1=C(C=C(C=C1)N1CCN(CC1)CCOC)OC(F)F)NC1=C(SC=C1)C(=O)N